Thiadiazole dioxide oxygen [O].S1(N=NC=C1)(=O)=O